ClC=1C2=CN(N=C2C(=C(C1)C1=CC=C(C=C1)OC1CCN(CC1)C)Cl)C(C(=O)NC=1SC=CN1)C1=C2N(C=N1)C[C@@H](C2)F (4,7-dichloro-6-(4-((1-methylpiperidin-4-yl)oxy)phenyl)-2H-indazol-2-yl)-2-((R)-6-fluoro-6,7-dihydro-5H-pyrrolo[1,2-c]imidazol-1-yl)-N-(thiazol-2-yl)acetamide